tert-butyl 4-{4-[(7-cyclobutyl-2-{[(2R,7aS)-2-fluorotetrahydro-1H-pyrrolizin-7a(5H)-yl]methoxy}-7H-purin-6-yl)oxy]phenyl}piperazine-1-carboxylate C1(CCC1)N1C=NC2=NC(=NC(=C12)OC1=CC=C(C=C1)N1CCN(CC1)C(=O)OC(C)(C)C)OC[C@]12CCCN2C[C@@H](C1)F